4-((9-(8-oxabicyclo[3.2.1]oct-3-yl)-7-methyl-8-oxo-8,9-dihydro-7H-purin-2-yl)amino)-2-fluoro-5-methylbenzamide C12CC(CC(CC1)O2)N2C1=NC(=NC=C1N(C2=O)C)NC2=CC(=C(C(=O)N)C=C2C)F